5,7-dihydropyrrolo[3,4-b]pyridin-6-yl-[4,6-dihydroxy-3-methyl-2-(m-tolylmethoxy)phenyl]methanone N1=C2C(=CC=C1)CN(C2)C(=O)C2=C(C(=C(C=C2O)O)C)OCC=2C=C(C=CC2)C